N1(CCC1)CC=1C=NC2=C(N=CC=C2C1)NC=1C(=C(C=CC1)C1=C(C(=CC=C1)C=1OC2=C(N1)C=C(C(=C2)OC(F)F)CN2[C@@H](CCC2)C(=O)O)C)C ((2-(3'-((3-(azetidin-1-ylmethyl)-1,7-naphthyridin-8-yl)amino)-2,2'-dimethyl-[1,1'-biphenyl]-3-yl)-6-(difluoromethoxy)benzo[d]oxazol-5-yl)methyl)proline